N1=CC=C(C=C1)CNC(=O)NC=1C=CC=2N(C1)N=C(N2)C2=C(C=CC=C2)C(F)(F)F N-[(pyridin-4-yl)methyl]-N'-{2-[2-(trifluoromethyl)phenyl][1,2,4]triazolo[1,5-a]pyridin-6-yl}urea